6-[(4-O-acetyl-6-deoxy-α-L-mannopyranosyl)oxy]-3-hydroxy-2-methoxybenzoate C(C)(=O)O[C@@H]1[C@H]([C@H]([C@@H](O[C@H]1C)OC1=CC=C(C(=C1C(=O)[O-])OC)O)O)O